(R)-3-methyl-4-(7-(1-methyl-1H-pyrazol-5-yl)-3-(3-methyl-1H-pyrazol-5-yl)pyrazolo[1,5-a]pyrimidin-5-yl)morpholine C[C@H]1N(CCOC1)C1=NC=2N(C(=C1)C1=CC=NN1C)N=CC2C2=CC(=NN2)C